C1=CC(=CC=C1[C@H](C[NH3+])O)O The molecule is in nature, p-octopamine is believed to exist in only one stereoisomeric form, the L- or [R-(-)] form. It is an octopaminium and a phenylethylamine. It derives from a 2-phenylethylamine.